(3-{6-azaspiro[2.5]oct-6-yl}-4-{1-[2-(4,4-difluoropiperidin-1-yl)-6-methoxypyrimidin-4-yl]-1H-1,2,3-triazol-4-yl}phenyl)-2-hydroxyethane-1-sulfonamide C1CC12CCN(CC2)C=2C=C(C=CC2C=2N=NN(C2)C2=NC(=NC(=C2)OC)N2CCC(CC2)(F)F)C(CO)S(=O)(=O)N